lithium tris(perfluoroethylsulfonyl)methane FC(C(F)(F)F)(S(=O)(=O)C(S(=O)(=O)C(C(F)(F)F)(F)F)S(=O)(=O)C(C(F)(F)F)(F)F)F.[Li]